COC=1C(=CC=2C=3N(C(=NC2C1)C=C(C1=C(N=C(S1)C)C)O)CCN3)OC 2-(8,9-dimethoxy-2,3-dihydroimidazo[1,2-c]quinazolin-5-yl)-1-(2,4-dimethyl-1,3-thiazol-5-yl)vinyl alcohol